(Phenylacetyl)guanidin C1(=CC=CC=C1)CC(=O)NC(=N)N